FC=1C(=CC=2CC3N(C(C2C1)C)C=CC3)F 7,8-Difluoro-5-methyl-1,5,10,10a-tetrahydropyrrolo[1,2-b]isoquinolin